4-((R)-1-((S)-1-((6,7-dihydro-5H-indeno[5,6-d]thiazol-2-yl)amino)-1-oxopropan-2-yl)-4,4-difluoropiperidin-3-yl)-2-(hydroxymethyl)pyridine 1-oxide S1C(=NC2=C1C=C1CCCC1=C2)NC([C@H](C)N2C[C@H](C(CC2)(F)F)C2=CC(=[N+](C=C2)[O-])CO)=O